C(CC)OC(=O)C1=C[C@H]([C@@H](CC1)C(=C)C)C1=C(C=C(C=C1O)CCCCC)O (3R-trans)-3-(2,6-dihydroxy-4-pentylphenyl)-4-(1-methylethenyl)-1-cyclohexene-1-carboxylic acid propyl ester